C(C)(C)(C)OC(=O)N1CCC2(CC=CC(O2)OS(=O)(=O)C(F)(F)F)CC1 (((trifluoromethyl)sulfonyl)oxy)-1-oxa-9-azaspiro[5.5]undec-3-ene-9-carboxylic acid tert-butyl ester